BrC1=CC=C(C2=CC(=CC=C12)OC)NC(C)=O N-(4-bromo-7-methoxynaphthalen-1-yl)acetamide